3-Amino-6-methoxy-N-(3,3,3-trifluoro-2-hydroxy-2-(trifluoromethyl)propyl)-5-(trifluoromethyl)picolinamide 2-chloroethyl-linoleate ClCCOC(CCCCCCC\C=C/C\C=C/CCCCC)=O.NC=1C(=NC(=C(C1)C(F)(F)F)OC)C(=O)NCC(C(F)(F)F)(C(F)(F)F)O